ClC=1C=C(NCC(C(F)(F)F)(C)C)C=C(C1)Cl 3,5-dichloro-N-(3,3,3-trifluoro-2,2-dimethylpropyl)aniline